ClC=1C(=CC2=C(C[C@](O2)(C2=CC=CC=C2)CNC)C1C1=C(C(=O)N)C=CC(=C1F)OCCO)F 2-((2s,4s)-5-chloro-6-fluoro-2-((methylamino)methyl)-2-phenyl-2,3-dihydrobenzofuran-4-yl)-3-fluoro-4-(2-hydroxyethoxy)benzamide